N1(C=NC=C1)C(=O)N Z-imidazole-1-carboxamide